(R)-(1-((dimethylamino)methyl)-2,2-difluorocyclopropyl)methanol CN(C)C[C@@]1(C(C1)(F)F)CO